3-[(E)-3-[4-(Carboxymethoxy)phenyl]-3-oxoprop-1-enyl]benzoic acid C(=O)(O)COC1=CC=C(C=C1)C(/C=C/C=1C=C(C(=O)O)C=CC1)=O